3-(9H-carbazol-9-yl)-10H-phenothiazine C1=CC=CC=2C3=CC=CC=C3N(C12)C=1C=CC=2NC3=CC=CC=C3SC2C1